NCC1=CC=C(C=C1)C1=CC(=CC(=C1)OC)S(=O)(=O)N1CCC2(C[C@@H](CO2)NC[C@@H](COC=2C=C(C=CC2)S(=O)(=O)NC)O)CC1 3-((S)-3-((S)-8-(4'-(aminomethyl)-5-methoxybiphenyl-3-ylsulfonyl)-1-oxa-8-azaspiro[4.5]decan-3-ylamino)-2-hydroxypropoxy)-N-methylbenzenesulfonamide